O1C2=C(OCC1)C=C(C=C2)C=2C(=C(NC2C=2NC=1C(=NC(=CC1)N1CCN(CC1)C)N2)C)C(C)=O 1-{4-(2,3-dihydrobenzo[b][1,4]dioxin-6-yl)-2-methyl-5-[5-(4-methylpiperazin-1-yl)-1H-imidazo[4,5-b]pyridin-2-yl]-1H-pyrrol-3-yl}ethan-1-one